N-(4-(1-(ethylthiocarbamoyl)piperidin-4-yl)-1H-pyrrolo[2,3-b]pyridin-6-yl)cyclopropylcarboxamide C(C)NC(=S)N1CCC(CC1)C1=C2C(=NC(=C1)NC(=O)C1CC1)NC=C2